(2S,4R)-4-(4-hydroxybutoxy)-N,N-dimethylpyrrolidine-2-carbothioamide hydrochloride Cl.OCCCCO[C@@H]1C[C@H](NC1)C(N(C)C)=S